C(C1=CC=CC=C1)C1(CCN(CC1)C(CN1N=C(C2=C1CCC2)C(=O)N2C[C@@H](O[C@@H](C2)C)C)=O)F 1-(4-Benzyl-4-fluoropiperidin-1-yl)-2-(3-((2S,6R)-2,6-dimethylmorpholine-4-carbonyl)-5,6-dihydrocyclopenta[c]pyrazol-1(4H)-yl)ethan-1-one